ClC1=NN2C(N=CC3=C2[C@@](CN3C(=O)NC=3C=NC(=C(C3)Cl)N3N=CC(=N3)C(C)O)(C(F)(F)F)C)=C1 (8R)-2-chloro-N-(5-chloro-6-(4-(1-hydroxyethyl)-2H-1,2,3-triazol-2-yl)pyridin-3-yl)-8-methyl-8-(trifluoromethyl)-7,8-dihydro-6H-pyrazolo[1,5-a]pyrrolo[2,3-e]pyrimidine-6-carboxamide